N1(C(=O)NC(=O)C(C)=C1)CC(=O)O thymine-N-acetic acid